N-(4-(4,4-Difluoropiperidin-1-yl)-6-methylpyrimidin-2-yl)-5-((2-hydroxyethyl)sulfonamido)-3-(6-azaspiro[2.5]octan-6-yl)picolinamide FC1(CCN(CC1)C1=NC(=NC(=C1)C)NC(C1=NC=C(C=C1N1CCC2(CC2)CC1)NS(=O)(=O)CCO)=O)F